SCCC(=O)O.SCCC(=O)O.OCSSCO hydroxymethyldisulfide bis(3-mercaptopropionate)